Cl.COC1CC2C(C2C1)N 3-Methoxybicyclo[3.1.0]hexan-6-amine, hydrochloride